((1S,4S,5S)-4-(4-((R)-3-(3-fluorophenyl)-2-methyloctan-2-yl)-2,6-dimethoxyphenyl)-6,6-dimethylbicyclo[3.1.1]hept-2-en-2-yl)methyl pivalate C(C(C)(C)C)(=O)OCC=1[C@@H]2C([C@H]([C@H](C1)C1=C(C=C(C=C1OC)C(C)([C@H](CCCCC)C1=CC(=CC=C1)F)C)OC)C2)(C)C